7-(cyclopentyloxy)-5-fluoro-2-(2-hydroxy-7-azaspiro[3.5]-nonan-7-yl)quinazolin-4(3H)-one C1(CCCC1)OC1=CC(=C2C(NC(=NC2=C1)N1CCC2(CC(C2)O)CC1)=O)F